ClC1=NC=CC2=C1N([C@H](/C(/N2)=N/NC)C)C (S,Z)-5-chloro-3,4-dimethyl-2-(2-methylhydrazineylidene)-1,2,3,4-tetrahydropyrido[3,4-b]pyrazine